(2R,4S)-2-methyltetrahydro-2H-pyran-4-amine C[C@H]1OCC[C@@H](C1)N